(S)-(1-(6-chloropyrimidin-4-yl)piperidin-4-yl)(3-(pyrazin-2-yl)isoxazolidin-2-yl)methanone ClC1=CC(=NC=N1)N1CCC(CC1)C(=O)N1OCC[C@H]1C1=NC=CN=C1